FC1(C(C1)CNC(=O)C1=CC2=C(N3C(S2)=NC(=C3)C3=CC=C(C=C3)C(NC)=O)C=C1)F N-((2,2-difluorocyclopropyl)methyl)-2-(4-(methylcarbamoyl)phenyl)benzo[d]imidazo[2,1-b]thiazole-7-carboxamide